tert-butyl 3-(4-(hydroxymethyl) benzyl)-3,8-diazabicyclo[3.2.1]octane-8-carboxylate OCC1=CC=C(CN2CC3CCC(C2)N3C(=O)OC(C)(C)C)C=C1